C1=C(NC=N1)CC(=O)COP(=O)(O)O The molecule is an oxoalkyl phosphate and a member of imidazoles. It has a role as an Escherichia coli metabolite. It is a conjugate acid of a 3-(imidazol-4-yl)-2-oxopropyl phosphate(2-).